2',6-dichloro-5'-methoxy-[4,4'-bipyridine]-3-carboxylic acid benzyl ester C(C1=CC=CC=C1)OC(=O)C=1C=NC(=CC1C1=CC(=NC=C1OC)Cl)Cl